Dimethyl 2-(2,2,3,3-tetradeuteriopropyl)propanedioate [2H]C(CC(C(=O)OC)C(=O)OC)(C([2H])[2H])[2H]